2,6-dibromo-4-chlorobenzaldehyde BrC1=C(C=O)C(=CC(=C1)Cl)Br